ClC1=CC=C(C=C1)N1N=C(N=C1)N(C(C1=CC=C(C=C1)C)=O)C N-(1-(4-chlorophenyl)-1H-1,2,4-triazol-3-yl)-N,4-dimethylbenzamide